4-(3-fluorophenyl)-N-(8-methyl-2-oxo-1,2,3,4-tetrahydroquinolin-6-yl)thiazole-5-carboxamide FC=1C=C(C=CC1)C=1N=CSC1C(=O)NC=1C=C2CCC(NC2=C(C1)C)=O